bis(trifluoromethanesulfonyl)formamidine FC(S(=O)(=O)N(C=N)S(=O)(=O)C(F)(F)F)(F)F